FC(C=1C2=CN(N=C2C(=C(C1)C1=CC=C(C=C1)OCCN1CCOCC1)C)C(C(=O)NC=1SC=CN1)C1=C2N(C=N1)C[C@@H](C2)F)F 2-[4-(Difluoromethyl)-7-methyl-6-[4-(2-morpholinoethoxy)phenyl]indazol-2-yl]-2-[(6R)-6-fluoro-6,7-dihydro-5H-pyrrolo[1,2-c]imidazol-1-yl]-N-thiazol-2-yl-acetamide